C(#N)C=1N=CC(=NC1)NC=1C=C(NN1)C1=C(O[C@H]2CN(CCO2)C(=O)OC(C)(C)C)C=CC=C1OC Tert-butyl (2S)-2-(2-[5-[(5-cyanopyrazin-2-yl)amino]-2H-pyrazol-3-yl]-3-methoxyphenoxy)morpholine-4-carboxylate